COC=1C=C(C=C(C1)OC)N1C(N(C2=C(C1)C=NC(=N2)NC2=CC=C(C=C2)N2CCN(CC2)CCCC(=O)O)CC2=CC=C(C=C2)NC(CC)=O)=O 4-(4-(4-((6-(3,5-dimethoxyphenyl)-7-oxo-8-(4-propionamidobenzyl)-5,6,7,8-tetrahydropyrimido[4,5-d]pyrimidin-2-yl)amino)phenyl)piperazin-1-yl)butanoic acid